(3aR,5r,6aS)-5-benzyl-5-hydroxy-N-(2-(trifluoromethyl)phenyl)hexahydrocyclopenta[c]pyrrole-2(1H)-carboxamide C(C1=CC=CC=C1)C1(C[C@@H]2[C@@H](CN(C2)C(=O)NC2=C(C=CC=C2)C(F)(F)F)C1)O